C1(CC1)C1=C(CN2CCC3(CN(C3)C3=CC=C(C(=O)O)C=C3)CC2)C=C(C(=C1)C)OC(C)C 4-(7-(2-cyclopropyl-5-isopropoxy-4-methylbenzyl)-2,7-diazaspiro[3.5]nonan-2-yl)benzoic acid